tri(hydroxymethyl)-methylamine OCC(N)(CO)CO